FC(C(=O)O)(F)F.C(#C)C=1C(=NC(=NC1)NC1=CC(=C(C(=C1)C)C)C)NC=1C=CC2=C(NC(O2)=O)C1 5-[5-Ethynyl-2-(3,4,5-trimethyl-phenylamino)-pyrimidin-4-ylamino]-3H-benzooxazol-2-one trifluoroacetate salt